Cl.NC1(CCC1)CO (1-aminocyclobutyl)methanol hydrochloride